N-[1-[3-[4-[5-(Trifluoromethyl)pyrazin-2-yl]oxyphenyl]azetidine-1-carbonyl]azetidin-3-yl]acetamide FC(C=1N=CC(=NC1)OC1=CC=C(C=C1)C1CN(C1)C(=O)N1CC(C1)NC(C)=O)(F)F